2-((1R)-1-((7-methoxy-3-(5-methylisoxazol-3-yl)[1,2,4]triazolo[3,4-f][1,2]diazin-6-yl)oxy)ethyl)-6-(oxetane-3-yl)-5,6,7,8-tetrahydropyrido[4,3-b]pyridine COC=1C(=NN2C(C1)=NN=C2C2=NOC(=C2)C)O[C@H](C)C2=CC=C1C(=N2)CCN(C1)C1COC1